N-[4-[(6,7-Dimethoxy-1,5-naphthyridin-4-yl)oxy]-3-fluorophenyl]-1-(4-fluorophenyl)-6-methyl-2-oxopyridine-3-carboxamide COC=1N=C2C(=CC=NC2=CC1OC)OC1=C(C=C(C=C1)NC(=O)C=1C(N(C(=CC1)C)C1=CC=C(C=C1)F)=O)F